4-{[3-Methoxy-4-(1-methyl-1H-1,2,4-triazol-3-yl)pyridin-2-yl]amino}-N-(2H3)methyl-6-[(6-methylpyridin-2-yl)amino]pyridazin-3-carboxamid COC=1C(=NC=CC1C1=NN(C=N1)C)NC1=C(N=NC(=C1)NC1=NC(=CC=C1)C)C(=O)NC([2H])([2H])[2H]